methyl 2-bromo-4-(4-(dimethoxymethyl)piperidin-1-yl)benzoate BrC1=C(C(=O)OC)C=CC(=C1)N1CCC(CC1)C(OC)OC